1-(4-chloro-6-cyclopropylpyrimidin-2-yl)-3-(4-(trifluoromethoxy)-phenyl)urea ClC1=NC(=NC(=C1)C1CC1)NC(=O)NC1=CC=C(C=C1)OC(F)(F)F